2-(2-fluoro-6-methoxyphenyl)pyrimidine-4-carboxylic acid FC1=C(C(=CC=C1)OC)C1=NC=CC(=N1)C(=O)O